ethane-1,2-diylbis(4-hydroxybenzoate) C(CC1=C(C(=O)[O-])C=CC(=C1)O)C1=C(C(=O)[O-])C=CC(=C1)O